C(C=C)(=O)N1CCN(CC1)C=1C2=C(N(C(N1)=O)C1=C(C=CC=C1C)C(C)C)N=C(C(=C2)F)OC2=CC(=CC=C2)F 4-(4-Acryloylpiperazin-1-yl)-6-fluoro-7-(3-fluorophenoxy)-1-(2-isopropyl-6-methylphenyl)Pyrido[2,3-d]pyrimidin-2(1H)-one